O1C(NC2=C1C=C(C=C2)NC2=NC(=NC=C2C)NC2=C(C=CC=C2)C2NCCOC2)=O N4-(benzo[d]oxazol-2(3H)-on-6-yl)-N2-((3-morpholinyl)phenyl)-5-methylpyrimidine-2,4-diamine